[Si](C)(C)(C(C)(C)C)OCCOC1=C(CNC2=NC(=NC=C2C)C=2C(=NC=NC2OC)C2CC2)C=CC(=C1)C=1N(C=C(N1)C(F)(F)F)C(C)C N-(2-(2-((tert-butyldimethylsilyl)oxy)ethoxy)-4-(1-isopropyl-4-(trifluoromethyl)-1H-imidazol-2-yl)benzyl)-4'-cyclopropyl-6'-methoxy-5-methyl-[2,5'-bipyrimidin]-4-amine